tert-butyl 9-(1-((4-methoxybenzyl)amino)-8-(4-methoxyphenyl)-4,6-dimethylpyrrolo[1,2-a]pyrazin-7-yl)-3-azaspiro[5.5]undec-8-ene-3-carboxylate COC1=CC=C(CNC=2C=3N(C(=CN2)C)C(=C(C3C3=CC=C(C=C3)OC)C3=CCC2(CCN(CC2)C(=O)OC(C)(C)C)CC3)C)C=C1